(2-aminoethyl)-3-aminopropanesulfonic acid sodium salt [Na+].NCCC(CCN)S(=O)(=O)[O-]